2-(2-aminoethoxy)-4-(2-(2,4-difluorophenoxy)-5-(ethylsulfonylamino)phenyl)-6-methylpyridine NCCOC1=NC(=CC(=C1)C1=C(C=CC(=C1)NS(=O)(=O)CC)OC1=C(C=C(C=C1)F)F)C